FC1=C(C(=C(C(=O)OC(C2=C(C(=C(C=C2)F)C=C)S(=O)(=O)O)=O)C=C1)S(=O)(=O)O)C=C (Fluoro)(vinyl)sulfobenzoic anhydride